2-(2-nitro-1H-imidazol-1-yl)ethan-1-amine [N+](=O)([O-])C=1N(C=CN1)CCN